N-(4,5,6-trifluoro-1,3-benzothiazol-2-yl)bicyclo[3.3.1]nonane-1-carboxamide FC1=C(C(=CC2=C1N=C(S2)NC(=O)C21CCCC(CCC2)C1)F)F